COC(C(F)(F)F)=O.BrC=1C(N(C(=CC1OCC1=C(C=C(C=C1)F)F)C)CC1=NC(=NC=C1)C(=O)O)=O 4-{[3-bromo-4-[(2,4-difluorobenzyl)oxy]-6-methyl-2-oxopyridin-1(2H)-yl]methyl}pyrimidine-2-carboxylic acid methyl-trifluoroacetate